(R)-N-(7-chloro-6-(1-(oxetan-3-yl)piperidin-4-yl)isoquinolin-3-yl)-4,4,4-trifluoro-3-hydroxybutanamide ClC1=C(C=C2C=C(N=CC2=C1)NC(C[C@H](C(F)(F)F)O)=O)C1CCN(CC1)C1COC1